C(#N)C1=C(C=CC=C1)N1N=NC(=C1C)C(=O)NC1=NC2=CC=CC=C2C=C1 1-(2-Cyanophenyl)-5-methyl-N-(chinolin-2-yl)-1H-1,2,3-triazol-4-carboxamid